ClC=1C=C(C=C(C1)Cl)C1(CC(=NO1)C1=CC=C(C=C1)O)C(F)(F)F 4-(5-(3,5-dichlorophenyl)-5-(trifluoromethyl)-4,5-dihydro-isoxazol-3-yl)phenol